BrC=1C=CC=2N=COC=3C2C1C=CC3 6-bromonaphtho[1,8-de][1,3]oxazin